CC1=C(C=CC=C1C)N1CCN(CC1)C(CN1N=C(C2=C1CCC2)C(=O)N2CCC(CC2)(O)CF)=O 1-(4-(2,3-Dimethylphenyl)piperazin-1-yl)-2-(3-(4-(fluoromethyl)-4-hydroxypiperidin-1-carbonyl)-5,6-dihydrocyclopenta[c]pyrazol-1(4H)-yl)ethanon